C(C)(=O)OCCCC(CC(CC)C)C 4,6-DIMETHYLOCTYL ACETATE